1,5-anhydro-3-(6-(4-carboxybenzyl)-7,8-dimethyl-4-oxoquinazolin-3(4H)-yl)-2,3-dideoxy-L-threo-pentitol C(=O)(O)C1=CC=C(CC=2C=C3C(N(C=NC3=C(C2C)C)[C@H]2CCOC[C@@H]2O)=O)C=C1